C(C)(C)(C)OC(=O)N1CC2(C1)CCN(CC2)C(=O)[C@H]2N([C@@H]1C[C@H]([C@H]2CC1)O)C(=O)OC(C)(C)C 7-[(1S,3S,4S,5R)-2-(tert-Butoxycarbonyl)-5-hydroxy-2-azabicyclo[2.2.2]octane-3-carbonyl]-2,7-diazaspiro[3.5]nonane-2-carboxylic acid tert-butyl ester